N-(4-bromo-3-methoxyphenyl)-5-methyl-1-(tetrahydro-2H-pyran-2-yl)-1H-pyrazol-3-amine BrC1=C(C=C(C=C1)NC1=NN(C(=C1)C)C1OCCCC1)OC